5-((triethylsilyl)oxycarbonyl)-1H-pyrazole C(C)[Si](OC(=O)C1=CC=NN1)(CC)CC